C(C(CC(C(=O)OCC1=CC=CC=C1)=O)C)([2H])([2H])[2H] benzyl 4-(methyl-d3)-2-oxopentanoate